C(C)N(C(CC1CCN(CC1)C(=O)[C@H](CC(C)C)N1C([C@@H](NCC1)CC(C)C)=O)=O)C(C)C (S)-1-[(S)-1-[(4-{2-[N-Ethyl(isopropyl)amino]-2-oxoethyl}-1-piperidyl)carbonyl]-3-methylbutyl]-3-isobutyl-2-piperazinone